Hydroxypropyl-Tetrahydropyrantriol OCCCC1(OCCC(C1O)O)O